(E)-methyl 3-amino-4-((4-((2-amino-4-carbamoyl-6-((4-hydroxy-4-methylpent-2-yn-1-yl) oxy) phenyl) amino) but-2-en-1-yl) amino)-5-methoxybenzoate NC=1C=C(C(=O)OC)C=C(C1NC\C=C\CNC1=C(C=C(C=C1OCC#CC(C)(C)O)C(N)=O)N)OC